CN1C(C(=C(C=C1)[O-])NC(N[C@@H](CC(=O)[O-])C1=CC=C(C=C1)OC1=C(C=CC=C1)C)=O)=O.[Na+].[Na+] Natrium (S)-3-(3-(1-Methyl-4-oxido-2-oxo-1,2-Dihydropyridin-3-yl)ureido)-3-(4-(o-Tolyloxy)phenyl)propanoat